NC1=C2N=CN(C2=NC(=N1)F)[C@H]1C[C@@H]([C@](O1)(CO)C#C)OC(C(CCC)CCC)=O.ClC1=CC=C(C=N1)CN(C(C)=NC#N)C N-((6-Chloro-3-pyridinyl)methyl)-N'-cyano-N-methyl-ethanimidamide (2R,3S,5R)-5-(6-amino-2-fluoro-9H-purin-9-yl)-2-ethynyl-2-(hydroxymethyl)tetrahydrofuran-3-yl-2-propylpentanoate